2-(2-chloro-3'-(7-cyano-5-(hydroxymethyl)benzo[d]oxazol-2-yl)-2'-methylbiphenyl-3-ylcarbamoyl)-1-methyl-6,7-dihydro-1H-imidazo[4,5-c]pyridine-5(4H)-carboxylic acid tert-butyl ester C(C)(C)(C)OC(=O)N1CC2=C(CC1)N(C(=N2)C(NC=2C(=C(C=CC2)C2=C(C(=CC=C2)C=2OC1=C(N2)C=C(C=C1C#N)CO)C)Cl)=O)C